O=C1NC(CCC1N1C(C2=CC=C3C(=C2C1)OCC31CN(CC1)C(=O)OC(C)(C)C)=O)=O Tert-Butyl 7-(2,6-Dioxopiperidin-3-Yl)-6-Oxo-7,8-Dihydro-2H,6H-Spiro[Furo[2,3-e]Isoindole-3,3'-Pyrrolidine]-1'-Carboxylate